O1CCC(=CC1)C=1C2=C(C(=NC1)OC)N=C(S2)NC(C2=CC=C(C=C2)[C@@H](C)NC(C)=O)=O N-[7-(3,6-Dihydro-2H-pyran-4-yl)-4-methoxy-[1,3]thiazolo[4,5-c]pyridin-2-yl]-4-[(1R)-1-acetamidoethyl]benzamid